BrC1=CN(C(C2=C1N=C(N=C2)NC2=CC=C1C(=C2)CN(CC12CC2)C(=O)OC(C)(C)C)=O)C2=C(C=CC=C2Cl)Cl tert-butyl 7-[[8-bromo-6-(2,6-dichlorophenyl)-5-oxo-pyrido[4,3-d]pyrimidin-2-yl]amino]spiro[1,3-dihydroisoquinoline-4,1'-cyclopropane]-2-carboxylate